C1(CC1)C=1N=NN(C1)[C@H](C(=O)N1[C@@H](C[C@H](C1)O)C(=O)N[C@H]([C@@H](C1=CC=CC=C1)O)C1=CC=CC=C1)C(C)(C)C (2S,4R)-1-[(2S)-2-(4-cyclopropyltriazol-1-yl)-3,3-dimethyl-butanoyl]-4-hydroxy-N-[(1S,2R)-2-hydroxy-1,2-diphenyl-ethyl]pyrrolidine-2-carboxamide